6-fluoro-1H-indazol-4-amine FC=1C=C(C=2C=NNC2C1)N